N=1NC(N2C=NC=CC21)=O [1,2,4]Triazolo[4,3-c]Pyrimidin-3(2H)-one